ClC=1N=CC(=C2C=CC(=NC12)C)B(O)O 8-CHLORO-2-METHYL-1,7-NAPHTHYRIDIN-5-YLBORONIC ACID